CC1=NN2C(N=C(C=C2N[C@@H]2C[C@@H](CCC2)NC2=C3C=CC=NC3=CC=N2)C(F)(F)F)=C1 (1S,3R)-N1-(2-Methyl-5-(trifluoromethyl)pyrazolo[1,5-a]pyrimidin-7-yl)-N3-(1,6-naphthyridin-5-yl)cyclohexane-1,3-diamine